C1(CCC(N1C(C(=O)[O-])(CCCCCC(=O)[O-])N1C(CCC1=O)=O)=O)=O Disuccinimidyl-suberate